6,7-dihydro-11H-benzo[f]pyrido[1,2-d][1,4]oxazepin-11-one C1=CC=CC2=C1C=1N(CCO2)C=CC(C1)=O